8-(3,3-difluoro-4,4-dimethylpyrrolidin-1-yl)-6-(2,4-dimethoxypyrimidin-5-yl)-[1,2,4]triazolo[1,5-b]pyridazine FC1(CN(CC1(C)C)C=1C=2N(N=C(C1)C=1C(=NC(=NC1)OC)OC)N=CN2)F